2-(3-methoxy-2,4-dimethylphenyl)-4,4,5,5-tetramethyl-1,3,2-dioxaborolane COC=1C(=C(C=CC1C)B1OC(C(O1)(C)C)(C)C)C